N[C@H]1CS(C2=C(N(C1=O)CC1=CC=C(C#N)C=C1)C=C(C(=C2)F)C=2OC(=NN2)C(CO)(C)C)(=O)=O 4-[[(3R)-3-amino-8-fluoro-7-[5-(2-hydroxy-1,1-dimethyl-ethyl)-1,3,4-oxadiazol-2-yl]-1,1,4-trioxo-2,3-dihydro-1lambda6,5-benzothiazepin-5-yl]methyl]benzonitrile